1-(4-(2-((5-cyclopropyl-3-(2,6-dichlorophenyl)isoxazol-4-yl)methylene)-7-azaspiro[3.5]non-7-yl)phenyl)cyclobutane-1-carboxylic acid C1(CC1)C1=C(C(=NO1)C1=C(C=CC=C1Cl)Cl)C=C1CC2(C1)CCN(CC2)C2=CC=C(C=C2)C2(CCC2)C(=O)O